1,3-diethyl-N-(1-methylcyclobutyl)-2,4-dioxoquinazoline-6-sulfonamide C(C)N1C(N(C(C2=CC(=CC=C12)S(=O)(=O)NC1(CCC1)C)=O)CC)=O